3-(3,5-dimethyl-1-(3-methyl-[1,2,4]triazolo[4,3-b]pyridazin-6-yl)-1H-pyrazol-4-yl)-1-(4-(4-methoxyphenyl)piperazin-1-yl)propan-1-one CC1=NN(C(=C1CCC(=O)N1CCN(CC1)C1=CC=C(C=C1)OC)C)C=1C=CC=2N(N1)C(=NN2)C